ClC=1C=C2C(=NC=NC2=C(C1C1=C(C=CC=C1O)F)F)N1CCN(CCC1)C(C=C)=O 1-(4-(6-chloro-8-fluoro-7-(2-fluoro-6-hydroxyphenyl)quinazolin-4-yl)-1,4-diazepan-1-yl)prop-2-en-1-one